tert-butyl (S)-7-(1-(4-cyano-2-fluorophenyl) ethoxy)-3,4-dihydroisoquinoline-2(1H)-carboxylate C(#N)C1=CC(=C(C=C1)[C@H](C)OC1=CC=C2CCN(CC2=C1)C(=O)OC(C)(C)C)F